4-styryl-5-ethoxycarbonyl-6-methyl-3,4-dihydropyrimidine-2(1H)-one C(=CC1=CC=CC=C1)C1NC(NC(=C1C(=O)OCC)C)=O